COC(=O)C=1SC(=C(C1N)C)Br 3-amino-5-bromo-4-methylthiophene-2-carboxylic acid methyl ester